C1(=C(C(=CC(=C1)O)O)O)O benzene-1,2,3,5-tetrol